{2-Methoxy-4-[methyl-(5-methyl-thiophen-2-ylmethyl)-amino]-phenyl}-carbamic acid propyl ester C(CC)OC(NC1=C(C=C(C=C1)N(CC=1SC(=CC1)C)C)OC)=O